BrC1=C(C(=O)N(C)OC)C=C(C=C1)C 2-bromo-N-methoxy-N,5-dimethylbenzamide